N-[4-[2-oxo-6-[2-(trifluoromethyl)phenyl]-1H-pyridin-4-yl]-2-pyridyl]acetamide O=C1NC(=CC(=C1)C1=CC(=NC=C1)NC(C)=O)C1=C(C=CC=C1)C(F)(F)F